[Na].[K] Kalium Natrium